FC(N1N=CC=C1I)F 1-(difluoromethyl)-5-iodo-1H-pyrazole